2-[2-(aminomethyl)-3,3-difluoro-allyl]-4-[4-(4-piperazin-1-ylphenyl)-2-pyridinyl]-1,2,4-triazol-3-one NCC(CN1N=CN(C1=O)C1=NC=CC(=C1)C1=CC=C(C=C1)N1CCNCC1)=C(F)F